C1(CCCC1)C1=CC=C(C=N1)[S@](=O)(N)=NC(NC1=C2CCCC2=CC=2CCCC12)=O |o1:11| (S) or (R)-6-cyclopentyl-N'-((1,2,3,5,6,7-hexahydro-s-indacen-4-yl)carbamoyl)pyridine-3-sulfonimidamide